OC(C1=CC=CC=C1)P(C1=CC=CC=C1)(C1=CC=CC=C1)=O (hydroxyl-(phenyl)methyl)diphenyl-phosphorus oxide